(cis-3-(dimethylamino)cyclobutyl)carbamic acid tert-butyl ester C(C)(C)(C)OC(N[C@@H]1C[C@@H](C1)N(C)C)=O